FC(OC=1C(=NC(=NC1)C)NC1=NNC2=CC(=CC=C12)[C@@H]1C[C@@]12C(NC1=CC=C(C=C21)OC)=O)F (1r,2s)-2-(3-((5-(difluoromethoxy)-2-methylpyrimidin-4-yl)amino)-1H-indazol-6-yl)-5'-methoxyspiro[cyclopropan-1,3'-indolin]-2'-one